N-(6-(5-Amino-1H-1,2,3-triazol-1-yl)-5-chloropyridin-3-yl)-1-(1-oxo-1,2-dihydroisochinolin-5-yl)-5-(trifluoromethyl)-1H-pyrazol-4-carboxamid NC1=CN=NN1C1=C(C=C(C=N1)NC(=O)C=1C=NN(C1C(F)(F)F)C1=C2C=CNC(C2=CC=C1)=O)Cl